COC=1C=C2C(=NC=NC2=CC1OCCCN1CCN(CC1)C)C1=CC=C(C=C1)NS(=O)(=O)CC1=CC=CC=C1 N-(4-(6-methoxy-7-(3-(4-methylpiperazin-1-yl)propoxy)quinazolin-4-yl)phenyl)-1-phenylmethanesulfonamide